ClC=1C=C2C(=NC(=NC2=CC1C1=C(C=CC(=N1)N)C(F)(F)F)OC[C@H]1N(C2(CC2)CC1)C)N1CCNCC1 (S)-6-(6-chloro-2-((4-methyl-4-azaspiro[2.4]hept-5-yl)methoxy)-4-(piperazin-1-yl)quinazolin-7-yl)-5-(trifluoromethyl)pyridin-2-amine